COC1=C(C=CC=C1)NC(C1=CC=CC=C1)=O N-(2-methoxy-phenyl)-benzamide